[O-]P([O-])OP([O-])[O-].[NH4+].[NH4+].[NH4+].[NH4+] ammonium diphosphite